FC(C)(C)C1=CN=CC(=N1)C1=CNC2=CN=C(C=C21)NC(C)=O N-(3-(6-(2-fluoropropan-2-yl)pyrazin-2-yl)-1H-pyrrolo[2,3-c]pyridin-5-yl)acetamide